N-[[(2R,3S,4R,5R)-5-(2-amino-6-oxo-1H-purin-9-yl)-3,4-dihydroxy-tetrahydrofuran-2-yl]methyl]acetamide NC=1NC(C=2N=CN(C2N1)[C@H]1[C@@H]([C@@H]([C@H](O1)CNC(C)=O)O)O)=O